(S)-N-((5-(1-hydroxyethyl)-6-methylpyridin-2-yl)methyl)-1-isopropyl-6-methyl-1H-pyrazolo[3,4-b]pyridine-5-carboxamide O[C@@H](C)C=1C=CC(=NC1C)CNC(=O)C=1C=C2C(=NC1C)N(N=C2)C(C)C